ClC=1C2=C(N=CN1)N(C=C2)[C@@H]2C=C([C@]1(OC(O[C@H]12)(C)C)C)C(=C)C 4-chloro-7-((3aS,4R,6aR)-2,2,6a-trimethyl-6-(prop-1-en-2-yl)-3a,6a-dihydro-4H-cyclopenta[d][1,3]dioxol-4-yl)-7H-pyrrolo[2,3-d]pyrimidine